N1(CCCC1)CCCC1=C(C(=CC=C1)N)N (3-(pyrrolidin-1-yl)propyl)benzene-1,2-diamine